4-(1-fluoro-1-((3-fluorophenyl)sulfonyl)ethyl)-N-(isoxazol-4-yl)piperidine-1-carboxamide FC(C)(S(=O)(=O)C1=CC(=CC=C1)F)C1CCN(CC1)C(=O)NC=1C=NOC1